FC=1C=C(C=C(C1)F)C1CC=NN1C(=O)C1CCN(CC1)C1=NC=CC(=C1)C1=C(C=CC(=C1)OCCCOC)C (5-(3,5-difluorophenyl)-4,5-dihydro-1H-pyrazol-1-yl)(1-(4-(5-(3-methoxypropoxy)-2-methylphenyl)pyridin-2-yl)piperidin-4-yl)methanone